tris(methylphenyl)phosphonium tetra(phenyl)borate C1(=CC=CC=C1)[B-](C1=CC=CC=C1)(C1=CC=CC=C1)C1=CC=CC=C1.CC1=C(C=CC=C1)[PH+](C1=C(C=CC=C1)C)C1=C(C=CC=C1)C